FC1=CC=C(C=C1)[C@@H]1N(CCC2=CC=CC=C12)C=1OC2(CC(C2)C#N)CN1 (S)-6-(1-(4-fluorophenyl)-3,4-dihydroisoquinolin-2(1H)-yl)-5-oxa-7-azaspiro[3.4]oct-6-ene-2-carbonitrile